2-Cyclopentyl-isoindol-1-one C1(CCCC1)N1C(C2=CC=CC=C2C1)=O